(R)-4-((1-(tert-butoxycarbonyl)piperidin-3-yl)amino)-3-(3-methoxy-propionyl)-1H-pyrrolo[2,3-b]pyridine-1-carboxylic acid tert-butyl ester C(C)(C)(C)OC(=O)N1C=C(C=2C1=NC=CC2N[C@H]2CN(CCC2)C(=O)OC(C)(C)C)C(CCOC)=O